N2-(6-(7-azabicyclo[2.2.1]heptan-7-yl)-2-methylpyridin-3-yl)spiro[3.3]heptane-2,6-diamine C12CCC(CC1)N2C2=CC=C(C(=N2)C)NC2CC1(C2)CC(C1)N